1-(3''-(4-(tert-butyl)piperazin-1-yl)-3-chloro-5'-fluoro-2'-hydroxy-[1,1':3',1''-terphenyl]-4-yl)-3-methyl-1H-imidazol-2(3H)-one C(C)(C)(C)N1CCN(CC1)C=1C=C(C=CC1)C=1C(=C(C=C(C1)F)C1=CC(=C(C=C1)N1C(N(C=C1)C)=O)Cl)O